C(C)C(C(N1N=CN=C1)C1=CC=C(C=C1)NC=1SC2=C(N1)C=CC=C2)CC N-{4-[2-Ethyl-1-(1H-1,2,4-triazol-1-yl)butyl]phenyl}-1,3-benzothiazol-2-amine